cyclopentyl (3R,4S)-3-{5-[4-amino-5-(trifluoromethyl)pyrrolo[2,1-f][1,2,4]triazin-7-yl]-2-methoxypyridine-3-amido}-4-fluoropyrrolidine-1-carboxylate NC1=NC=NN2C1=C(C=C2C=2C=C(C(=NC2)OC)C(=O)N[C@@H]2CN(C[C@@H]2F)C(=O)OC2CCCC2)C(F)(F)F